[Na+].[SH3+] sulfonium sodium salt